OC=1C=C2CC[C@@H]([C@@H](C2=CC1)C1=CC=C(OCCCCN2CCC(CC2)OC2=CC=C3C(=NN(C3=C2)C)C2C(NC(CC2)=O)=O)C=C1)C1=CC=CC=C1 3-(6-((1-(4-(4-((1R,2S)-6-hydroxy-2-phenyl-1,2,3,4-tetrahydronaphthalen-1-yl)-phenoxy)butyl)piperidin-4-yl)oxy)-1-methyl-1H-indazol-3-yl)piperidine-2,6-dione